methyl (1r,4r)-4-((5-((6-(1-methyl-1H-pyrazol-5-yl)-3-nitropyridin-2-yl)amino)pyridin-2-yl)carbamoyl)cyclohexane-1-carboxylate CN1N=CC=C1C1=CC=C(C(=N1)NC=1C=CC(=NC1)NC(=O)C1CCC(CC1)C(=O)OC)[N+](=O)[O-]